OC1=C(C=CC=C1)C1=CC(=CN=N1)N1CCC(CC1)(C(=O)N1CCN(CCC1C)CC1CCN(CC1)C1=CC=C(C=C1)[C@@H]1C(NC(CC1)=O)=O)C1=CC=CC=C1 (3R)-3-(4-{4-[(4-{1-[6-(2-hydroxyphenyl)pyridazin-4-yl]-4-phenylpiperidine-4-carbonyl}-5-methyl-1,4-diazepan-1-yl)methyl]piperidin-1-yl}phenyl)piperidine-2,6-dione